(S,S)-N,N-dibenzylcyclohexane-1,2-diamine C(C1=CC=CC=C1)N([C@@H]1[C@H](CCCC1)N)CC1=CC=CC=C1